2-methyl-4-(6-(2-methyl-2H-indazol-5-yl)benzo[d]thiazol-2-yl)-3,6-dihydropyridin-1(2H)-carboxylic acid tert-butyl ester C(C)(C)(C)OC(=O)N1C(CC(=CC1)C=1SC2=C(N1)C=CC(=C2)C2=CC1=CN(N=C1C=C2)C)C